C(C)(=O)N[C@@H](CCCCNC(O)=O)C(=O)N[C@H](C(=O)N[C@H](C(=O)NC1=CC=C(C=C1)COC(NCCN)=O)CCCNC(=O)N)C(C)C ((S)-5-acetamido-6-(((S)-1-(((S)-1-((4-((((2-aminoethyl)carbamoyl)oxy)methyl)phenyl)amino)-1-oxo-5-ureidopentan-2-yl)amino)-3-methyl-1-oxobutan-2-yl)amino)-6-oxohexyl)carbamic acid